C(C1=CC=CC=C1)OCC12CC(C1)(C2)NC(=O)N2[C@@H]([C@H](N(CC2)C(=O)OC(C)(C)C)C(=O)OC)C(=O)OC (tert-butyl) 2,3-dimethyl (2S,3S)-4-((3-((benzyloxy)methyl)bicyclo[1.1.1]pentan-1-yl)carbamoyl)piperazine-1,2,3-tricarboxylate